BrC1=C(SC2=C1N(C=C2)CC2=CC=C(C=C2)C(F)(F)F)F 3-bromo-2-fluoro-4-(4-(trifluoromethyl)benzyl)-4H-thieno[3,2-b]pyrrole